2-(2-bromophenyl)acrylonitrile BrC1=C(C=CC=C1)C(C#N)=C